C1C[C@H](N(C1)C(=O)[C@H](CC2=CN=CN2)NC(=O)[C@@H]3CCC(=O)N3)C(=O)N The molecule is a tripeptide composed of L-pyroglutamyl, L-histidyl and L-prolinamide residues joined in sequence. It has a role as a human metabolite. It is a peptide hormone and a tripeptide.